C[C@H]1N(C[C@@H]1CS(=O)(=O)C)C1=NC=CC2=CC=NC=C12 1-((2R,3S)-2-methyl-3-(methylsulfonylmethyl)azetidine-1-yl)-2,7-naphthyridine